O1C(=CC=C1)C1=NC(=NC(=C1)N1N=NC2=C1C=CC(=C2)OC=2C=NNC2)N 4-(furan-2-yl)-6-[5-(1H-pyrazol-4-yloxy)-1H-1,2,3-benzotriazol-1-yl]pyrimidin-2-amine